CN1C(=O)N(C(=O)CC1=O)C 1,3-dimethylbarbiturate